(R)-5-(2-(2,5-difluorophenyl)pyrrolidin-1-yl)-N-(2-morpholinoethyl)pyrazolo[1,5-a]pyrimidine-3-carboxamide FC1=C(C=C(C=C1)F)[C@@H]1N(CCC1)C1=NC=2N(C=C1)N=CC2C(=O)NCCN2CCOCC2